N1C=CC=CC2=C1C=CC=C2 [1]Benzazepine